C(C=C)(=O)N1C[C@@H]2COC3=C(C(N2CC1)=O)C(=NC(=C3Cl)C3=C(C=CC=C3O)F)N3C(C(N(CC3)C)C)C (6aR)-8-acryloyl-4-chloro-3-(2-fluoro-6-hydroxyphenyl)-1-(2,3,4-trimethylpiperazin-1-yl)-6,6a,7,8,9,10-hexahydro-12H-pyrazino[2,1-c]pyrido[3,4-f][1,4]oxazepin-12-one